2,5-bis(morpholinomethyl)hydroquinone O1CCN(CC1)CC1=C(O)C=C(C(=C1)O)CN1CCOCC1